(S)-(4-(3-chlorobenzoyl)-3-methylpiperazin-1-yl)(7-(3,4-dimethoxyphenyl)pyrazolo[1,5-a]pyrimidin-2-yl)methanone ClC=1C=C(C(=O)N2[C@H](CN(CC2)C(=O)C2=NN3C(N=CC=C3C3=CC(=C(C=C3)OC)OC)=C2)C)C=CC1